(R)-3-(2-(2-hydroxy-2-methylpropyl)-6-(3-vinyl-1H-pyrrolo[2,3-b]pyridin-5-yl)-1,2,3,4-tetrahydroisoquinolin-8-yl)morpholine-4-carboxylic acid tert-butyl ester C(C)(C)(C)OC(=O)N1[C@@H](COCC1)C=1C=C(C=C2CCN(CC12)CC(C)(C)O)C=1C=C2C(=NC1)NC=C2C=C